(1S,2S,3S,6R)-4-(fluoromethyl)-6-((2-(1-methylcyclohexyl)ethyl)amino)cyclohex-4-ene-1,2,3-triol FCC=1[C@@H]([C@@H]([C@H]([C@@H](C1)NCCC1(CCCCC1)C)O)O)O